3-(2-((R*)-1-((3-(bis(3,4-dimethylbenzyl)amino)-1,2,4-triazin-5-yl)amino)ethyl)-5-cyclopropylpyrazolo[1,5-a]pyridin-7-yl)-3-azabicyclo[3.1.0]hexan-2-one CC=1C=C(CN(C=2N=NC=C(N2)N[C@H](C)C2=NN3C(C=C(C=C3N3C(C4CC4C3)=O)C3CC3)=C2)CC2=CC(=C(C=C2)C)C)C=CC1C |o1:13|